ClC=1C(N(C(=CC1OCC1=NC=C(C=C1)F)C)C1=CC(=NC=C1C)C1=NC(=NC=C1)C(C)(C)O)=O (M)-3-chloro-4-((5-fluoropyridin-2-yl)methoxy)-2'-(2-(2-hydroxypropan-2-yl)pyrimidin-4-yl)-5',6-dimethyl-2H-[1,4'-bipyridin]-2-one